FC1=C(C=C(C(=O)O)C=C1)OC 4-fluoro-3-methoxybenzoic acid